C1(CCCCC1)P(CCCCCCC)C1CCCCC1 dicyclohexyl-heptyl-phosphine